2-(6-methylpyridin-2-yl)-4-(pyridin-4-ylamino)pyrimidin-5-ol CC1=CC=CC(=N1)C1=NC=C(C(=N1)NC1=CC=NC=C1)O